(E)-(3-fluoro-2-(hydroxymethyl)allyl)carbamic acid tert-butyl ester C(C)(C)(C)OC(NC/C(=C\F)/CO)=O